OC[C@H](C1=CC=CC=C1)NC1=NC(=NC=C1C1=NC(=NN1)C(F)(F)F)NC1=CC=C2CC(NC(C2=C1)=O)(C)C 7-[[4-[[(1S)-2-hydroxy-1-phenyl-ethyl]amino]-5-[3-(trifluoromethyl)-1H-1,2,4-triazol-5-yl]pyrimidin-2-yl]amino]-3,3-dimethyl-2,4-dihydroisoquinolin-1-one